FC=1C=C(CN2C(=NC=3C2=NC=CC3)CCC(=O)N[C@@H](C)C3=CC=C(C=C3)N3C[C@@H](CC3)O)C=CC1F 3-[3-(3,4-Difluorobenzyl)-3H-imidazo[4,5-b]pyridin-2-yl]-N-{(S)-1-[4-((R)-3-hydroxy-pyrrolidin-1-yl)-phenyl]-ethyl}-propionamid